alpha-amino-3-hydroxyl-5-methyl-4-isoxazole-propionate NC(C(=O)[O-])CC=1C(=NOC1C)O